C(C)C12CC(CN2C(C2=C1SC(=C2)C2=NC(=NC=C2C(F)(F)F)N[C@@H]2[C@@H](CN(CC2)C(=O)OC(C)(C)C)C)=O)=O Tert-butyl (3R,4S)-4-((4-(8a-ethyl-4,7-dioxo-6,7,8,8a-tetrahydro-4H-thieno[2,3-a]pyrrolizin-2-yl)-5-(trifluoromethyl)pyrimidin-2-yl)amino)-3-methylpiperidine-1-carboxylate